3-methyl-2-(2-(3-methyl-5,6,7,8-tetrahydro-[1,2,4]triazolo[4,3-a]pyridin-6-yl)-2H-pyrazolo[3,4-b]pyridin-6-yl)-5-(trifluoromethyl)phenol CC=1C(=C(C=C(C1)C(F)(F)F)O)C=1C=CC=2C(N1)=NN(C2)C2CCC=1N(C2)C(=NN1)C